C(C1=CC=CC=C1)OC=1C(C=CC(C1)=O)=O 5-benzyloxybenzoquinone